(S)-1-cyano-N-methyl-N-(4-(pyridin-4-yl)thiazol-2-yl)pyrrolidine-2-carboxamide C(#N)N1[C@@H](CCC1)C(=O)N(C=1SC=C(N1)C1=CC=NC=C1)C